3-[4-(azetidin-3-yl)phenyl]piperidine-2,6-dione N1CC(C1)C1=CC=C(C=C1)C1C(NC(CC1)=O)=O